3-(3-chloro-4-fluorophenyl)-1-(3-cyanopropyl)-1-(1-(1-oxo-1,2-dihydroisoquinolin-4-yl)ethyl)urea ClC=1C=C(C=CC1F)NC(N(C(C)C1=CNC(C2=CC=CC=C12)=O)CCCC#N)=O